((2-nitrophenyl)(1-(2-(4-(trifluoromethyl)phenyl)acetyl)piperidin-4-yl)amino)propionic acid [N+](=O)([O-])C1=C(C=CC=C1)N(C1CCN(CC1)C(CC1=CC=C(C=C1)C(F)(F)F)=O)C(C(=O)O)C